CC1=NC2=CC=CC=C2C(=C1)C(=O)[O-] 2-methylquinoline-4-carboxylate